C(C)C(CNC1=CC(=CC=C1)N)CC N-(2-ethylbutyl)benzene-1,3-diamine